(Z)-5-((1H-pyrrolo[2,3-b]pyridin-3-yl)methylene)oxazolidine-2,4-dione N1C=C(C=2C1=NC=CC2)\C=C/2\C(NC(O2)=O)=O